phosphorus dibromodiphenylphosphine BrC=1C(=C(C=CC1)PC1=CC=CC=C1)Br.[P]